((4r,5s,7r,8r,9s,10r)-8,10-dihydroxy-7-(hydroxymethyl)-9-(4-(3,4,5-trifluorophenyl)-1H-1,2,3-triazol-1-yl)-1,6-dioxaspiro[4.5]dec-4-yl)benzo[d]isothiazole-3-carboxamide O[C@H]1[C@H](O[C@@]2([C@H](CCO2)C2=CC=CC3=C2C(=NS3)C(=O)N)[C@@H]([C@H]1N1N=NC(=C1)C1=CC(=C(C(=C1)F)F)F)O)CO